L-3-hydroxy-2-naphthoyl-hydrazine OC=1C(=CC2=CC=CC=C2C1)C(=O)NN